2-(4-chlorophenyl)-5-methoxy-8,8-dimethyl-4H,8H-pyrano[2,3-f]chromen-4-one ClC1=CC=C(C=C1)C1=CC(C=2C(=C3C=CC(OC3=CC2OC)(C)C)O1)=O